3,6-dimethoxy-9-(4-((4,4,5,5-tetramethyl-1,3,2-dioxaborolan-2-yl)methyl)benzyl)-9H-carbazole COC=1C=CC=2N(C3=CC=C(C=C3C2C1)OC)CC1=CC=C(C=C1)CB1OC(C(O1)(C)C)(C)C